CC1=C(CC=2C=C(C=O)C=CC2)C=CC=C1 3-(2-methylbenzyl)benzaldehyde